C(C)(=O)C1=C(C=C(C=C1)NC1=NC=C(C=C1N)N)N1N=C(C=C1C)C#N 1-[2-acetyl-5-[(3,5-diamino-2-pyridyl)amino]phenyl]-5-methyl-pyrazole-3-carbonitrile